C(CCCCCCCCCCCCCCCCCCCCC)(=O)N Docosanamide